ethyl 4-(6-chloro-5-methoxy-thieno[2,3-b]pyridin-2-yl)-4-oxo-butanoate ClC1=C(C=C2C(=N1)SC(=C2)C(CCC(=O)OCC)=O)OC